OC1=C(C=CC(=C1)O)S(=O)(=O)[O-].C1(=CC=CC=C1)[S+](C1=CC=CC=C1)C1=CC=CC=C1 triphenylsulfonium 2,4-dihydroxybenzenesulfonate